COC1=C(C=CC=C1)N1N=CC=2C(C1=O)=C(N(C2C)C2=CC=C(C=C2)C)C 2-(2-Methoxyphenyl)-5,7-dimethyl-6-(p-tolyl)-2,6-dihydro-1H-pyrrolo[3,4-d]pyridazin-1-one